Dimethyl-ketoglutaric acid CC(C(C(=O)O)=O)(CC(=O)O)C